C(#N)C1=CC=C(COC2=CC=CC(=N2)C2=CC(=C(CC3=NC4=C(N3CC3OCCC3)C=C(C=C4)C(=O)O)C=C2)F)C=C1 2-(4-(6-(4-Cyanobenzyloxy)pyridin-2-yl)-2-fluorobenzyl)-1-((tetrahydrofuran-2-yl)methyl)-1H-benzo[d]imidazole-6-carboxylic acid